(E)-4-(3-(4-(trifluoromethyl)phenyl)allyl)piperidine-1-carboxylic acid tert-butyl ester C(C)(C)(C)OC(=O)N1CCC(CC1)C\C=C\C1=CC=C(C=C1)C(F)(F)F